1-isobutyl-3-(5-methoxy-3-methyl-pyrazin-2-yl)thiourea C(C(C)C)NC(=S)NC1=NC=C(N=C1C)OC